hydroxy-3-caprolactone OC1C(=O)OC1CCC